[C-]1(C=CC=C1)N(CC(=O)O)[C-]1C=CC=C1.[CH-]1C=CC=C1.[Fe+2].[CH-]1C=CC=C1.[Fe+2] di-ferrocenyl-Glycine